2-bromo-N-(3-(3-(pyridin-2-yl)phenoxy)phenyl)aniline Potassium [K].BrC1=C(NC2=CC(=CC=C2)OC2=CC(=CC=C2)C2=NC=CC=C2)C=CC=C1